2-(1-(4-(4-methylpiperazin-1-yl)phenyl)ethyl)-10H-phenothiazine CN1CCN(CC1)C1=CC=C(C=C1)C(C)C1=CC=2NC3=CC=CC=C3SC2C=C1